CC(C)(OC(NCCNC(CNCCCNC(OCC1=CC=CC=C1)=O)=O)=O)C benzyl (2,2-dimethyl-4,9-dioxo-3-oxa-5,8,11-triazatetradecan-14-yl)carbamate